O1C(CCCC1)OCCC12CCC(CC1)(C2)C=O 4-(2-((tetrahydro-2H-pyran-2-yl)oxy)ethyl)bicyclo[2.2.1]heptane-1-carbaldehyde